tert-butyl (1R,5S,6s)-6-(((benzyloxy) carbonyl) amino)-3-azabicyclo[3.1.0]hexane-3-carboxylate C(C1=CC=CC=C1)OC(=O)NC1[C@@H]2CN(C[C@H]12)C(=O)OC(C)(C)C